Cl.FC1(CC(C1)C(N1[C@@H](CN[C@H](C1)C)C)C1=CC(=C(C(=C1)F)F)F)F (2R,5S)-1-((3,3-difluorocyclobutyl)(3,4,5-trifluorophenyl)methyl)-2,5-dimethylpiperazine hydrochloride